ClC1=CC2=C(C=C3N2C(=NN(C3=O)CC(=O)NCCC(C)(C)O)C(C)(C)O)S1 2-(2-Chloro-5-(2-hydroxypropan-2-yl)-8-oxothieno[2',3':4,5]pyrrolo[1,2-d][1,2,4]triazin-7(8H)-yl)-N-(3-hydroxy-3-methylbutyl)acetamid